N-(5-(2-(3,4-dihydro-2,6-naphthyridin-2(1H)-yl)acetamido)-2-methylpyridin-3-yl)-7-(1-methyl-1H-pyrazol-4-yl)-[1,2,4]triazolo[4,3-a]pyridine-3-carboxamide C1N(CCC2=CN=CC=C12)CC(=O)NC=1C=C(C(=NC1)C)NC(=O)C1=NN=C2N1C=CC(=C2)C=2C=NN(C2)C